ClC1=C(C(=NN1C1=CC=C(C=O)C=C1)C)N1C(C2=CC=C(C=C2CC1)OC(F)(F)F)=O 4-[5-chloro-3-methyl-4-[1-oxo-6-(trifluoromethoxy)-3,4-dihydroisoquinolin-2-yl]pyrazol-1-yl]benzaldehyde